C(C)C1=C(N=CC=N1)CC(C)C 6-ethyl-5-isobutyl-pyrazine